O=C1N(C(C2C3C=CC(C12)O3)=O)C(CNC(OC(C)(C)C)=O)COC3=C(C(=CC=C3)C)C=O tert-butyl (2-(1,3-dioxo-1,3,3a,4,7,7a-hexahydro-2H-4,7-epoxyisoindol-2-yl)-3-(2-formyl-3-methylphenoxy)propyl)carbamate